ClC=1C=C(C=CC1CCN[C@@H]([C@H]1CNC2=CC=CN=C2C1)C1=CC=CC=C1)CC(=O)O 2-(3-chloro-4-(2-(((S)-phenyl((R)-1,2,3,4-tetrahydro-1,5-naphthyridin-3-yl)methyl)amino)ethyl)phenyl)acetic acid